N-(4-((1-ethyl-2-keto-2,3-dihydro-1H-imidazo[4,5-b]pyridin-7-yl)oxy)-3-fluorophenyl)-1-phenyl-5-(trifluoromethyl)-1H-imidazole-4-carboxamide C(C)N1C(NC2=NC=CC(=C21)OC2=C(C=C(C=C2)NC(=O)C=2N=CN(C2C(F)(F)F)C2=CC=CC=C2)F)=O